CN1C2=C(CCCC1=O)C=CC=C2 methyl-4,5-dihydro-1H-benzo[b]azepin-2(3H)-one